C1(CC1)NC(C1=CC(=C(C=C1)C)C=1C=NC(=C(C1)N1CCCC1)NC(CO)(C)C)=O N-cyclopropyl-3-(6-((1-hydroxy-2-methylpropan-2-yl)amino)-5-(pyrrolidin-1-yl)pyridin-3-yl)-4-methylbenzamide